C1(CCCCC1)CC=1NC(=NN1)C(=O)NC1=NC=C(C(=C1)C1=C(C=CC(=C1)OCCCC(CC)(O)CC)C)C 5-(cyclohexylmethyl)-N-(4-(5-((4-ethyl-4-hydroxyhexyl)oxy)-2-methylphenyl)-5-methylpyridin-2-yl)-4H-1,2,4-triazole-3-carboxamide